[I-].C[N+](CCC[Si](OCC)(OCC)OCC)(CCCCCCCCCCCCCCCCCCCC)C dimethyl-eicosyl-[3-(triethoxysilyl)propyl]ammonium iodide